tert-Butyl 5-(2-methoxyethylsulfonyl)-1-oxoisoindoline-2-carboxylate COCCS(=O)(=O)C=1C=C2CN(C(C2=CC1)=O)C(=O)OC(C)(C)C